3-(6-chloro-1-[[2-(trimethylsilyl)ethoxy]methyl]pyrrolo[2,3-b]pyridin-3-yl)-2-methoxypyridine ClC1=CC=C2C(=N1)N(C=C2C=2C(=NC=CC2)OC)COCC[Si](C)(C)C